methyl 1-(3-(((1S,3S)-3-((5-(6-oxopyridazin-1(6H)-yl)pyridin-2-yl)amino)cyclopentyl)amino)-1,2,4-oxadiazol-5-yl)cyclopropane-1-carboxylate O=C1C=CC=NN1C=1C=CC(=NC1)N[C@@H]1C[C@H](CC1)NC1=NOC(=N1)C1(CC1)C(=O)OC